OC(C(O)C1=CC=C(C=C1)C(=C)C)(C)C 2-hydroxy-1-(4-isopropenylphenyl)-2-methyl-1-propanol